Cl.CN(CCCOC1=NC=C(C=C1NS(=O)(=O)C=1C=NN(C1)C)C1=CC=2C3=C(C=NC2C=C1)N(C(C31CCC1)=O)C)C N-(2-(3-(Dimethylamino)propoxy)-5-(3'-methyl-2'-oxo-2',3'-dihydrospiro[cyclobutane-1,1'-pyrrolo[2,3-c]quinolin]-8'-yl)pyridin-3-yl)-1-methyl-1H-pyrazole-4-sulfonamide hydrochloride